2-(5-((dibenzo[b,d]furan-2-ylmethyl)amino)-2-(4-(2-(4-fluorophenoxy)ethoxy)phenyl)-6-oxopyrimidin-1(6H)-yl)acetamide C1=C(C=CC=2OC3=C(C21)C=CC=C3)CNC3=CN=C(N(C3=O)CC(=O)N)C3=CC=C(C=C3)OCCOC3=CC=C(C=C3)F